COC(C1=CC=C(C=C1)N1CCC(CC1)OC1=C(C=CC=C1Cl)Cl)=O.ClC1=C(OC2CCN(CC2)C2=CC=C(C(=O)NN)C=C2)C(=CC=C1)Cl 4-(4-(2,6-dichlorophenoxy)piperidin-1-yl)benzohydrazide Methyl-4-(4-(2,6-dichlorophenoxy)piperidin-1-yl)benzoate